(R)-N-(2-((5-chloro-2-((3-cyclopropyl-9-methoxy-1,2,3,4,4a,5-hexahydrobenzo[b]pyrazino[1,2-d][1,4]oxazin-8-yl)amino)pyrimidin-4-yl)amino)phenyl)methanesulfonamide ClC=1C(=NC(=NC1)NC=1C(=CC2=C(OC[C@@H]3N2CCN(C3)C3CC3)C1)OC)NC1=C(C=CC=C1)NS(=O)(=O)C